BrC1=CC=C2C(=NC(=NN21)Cl)NCC2=C(C=NC=C2)F 7-bromo-2-chloro-N-((3-fluoropyridin-4-yl)methyl)pyrrolo[2,1-f][1,2,4]triazin-4-amine